tert-butyl (R)-4-(1-(4-fluorophenyl)-1H-indazol-5-yl)-3-methylpiperazine-1-carboxylate FC1=CC=C(C=C1)N1N=CC2=CC(=CC=C12)N1[C@@H](CN(CC1)C(=O)OC(C)(C)C)C